2,2-dimethyl-1,3-propanediol adipate C(CCCCC(=O)O)(=O)O.CC(CO)(CO)C